dilauroyl-propylenediamine diacetic acid C(C)(=O)O.C(C)(=O)O.C(CCCCCCCCCCC)(=O)N(C(CN)C)C(CCCCCCCCCCC)=O